2-[[2,4-difluoro-6-[(2-methylpyrazol-3-yl)methoxy]phenyl]methyl]-N,N-diethyl-thiophene-3-carboxamide FC1=C(C(=CC(=C1)F)OCC=1N(N=CC1)C)CC=1SC=CC1C(=O)N(CC)CC